COC(OC)[SiH2]CCCP([O-])([O-])=S 3-dimethoxymethylsilyl-1-propylthiophosphonate